N-oleoyl-palmitamide C(CCCCCCC\C=C/CCCCCCCC)(=O)NC(CCCCCCCCCCCCCCC)=O